dibenzoquinazoline N1=CN=CC2=C3C(=C4C(=C12)C=CC=C4)C=CC=C3